2-(3-fluorophenyl)-2-(3-(6-(1-methylpiperidin-4-yl)pyridin-3-yl)-5-oxo-5,7-dihydro-6H-pyrrolo[3,4-b]pyridin-6-yl)-N-(thiazol-2-yl)acetamide FC=1C=C(C=CC1)C(C(=O)NC=1SC=CN1)N1CC2=NC=C(C=C2C1=O)C=1C=NC(=CC1)C1CCN(CC1)C